F[C@@H](NC(=O)NC1=CC=CC=C1)[C@]1(CN(CC1)C(C)(C)C=1C=NC(=CC1)C)CCC=1SC(=CC1)F |o1:12| 1-((R)-fluoro((R or S)-3-(2-(5-fluoro-thiophen-2-yl)ethyl)-1-(2-(6-methylpyridin-3-yl)propan-2-yl)pyrrolidin-3-yl)methyl)-3-phenylurea